1-Methyl-2-(6-trifluoromethyl-benzothiazol-2-ylamino)-1H-benzoimidazole-5-carboxylic acid [2-(4-methyl-piperazin-1-yl)-2-oxo-ethyl]-amide CN1CCN(CC1)C(CNC(=O)C1=CC2=C(N(C(=N2)NC=2SC3=C(N2)C=CC(=C3)C(F)(F)F)C)C=C1)=O